(S)-3-methyl-4-methylenepiperidine-3-carboxylic acid methyl ester hydrochloride Cl.COC(=O)[C@@]1(CNCCC1=C)C